5-((5-bromo-4-((2-(isopropylsulfonyl)phenyl)amino)pyrimidin-2-yl)amino)-1-methylindolin-2-one BrC=1C(=NC(=NC1)NC=1C=C2CC(N(C2=CC1)C)=O)NC1=C(C=CC=C1)S(=O)(=O)C(C)C